CN(C1=CC=C(C=C(C(=O)OCC(C)C)C#N)C=C1)C isobutyl 4-dimethylamino-α-cyanocinnamate